2-(2-chloro-5-fluorophenyl)ethan-1-one ClC1=C(C=C(C=C1)F)CC=O